CC1(OB(OC1(C)C)C1=CC=C(C=C1)C#CC1=CC=C(C=C1)OC(F)(F)F)C 4,4,5,5-tetramethyl-2-[4-[2-[4-(trifluoromethoxy)phenyl]ethynyl]phenyl]-1,3,2-dioxaborolan